8-(4-(2-((2-(2,6-dioxopiperidin-3-yl)-1,3-dioxoisoindolin-4-yl)amino)ethyl)piperazin-1-yl)-9-ethyl-6,6-dimethyl-11-oxo-6,11-dihydro-5H-benzo[b]carbazole-3-carbonitrile O=C1NC(CCC1N1C(C2=CC=CC(=C2C1=O)NCCN1CCN(CC1)C=1C(=CC2=C(C(C=3NC4=CC(=CC=C4C3C2=O)C#N)(C)C)C1)CC)=O)=O